5-(2,8-dimethylimidazo[1,2-b]pyridazin-6-yl)-2-(6-{[(3R,4S)-3-fluoro-2,2,6,6-tetramethylpiperidin-4-yl]oxy}pyridazin-3-yl)pyridin-3-ol CC=1N=C2N(N=C(C=C2C)C=2C=C(C(=NC2)C=2N=NC(=CC2)O[C@@H]2[C@@H](C(NC(C2)(C)C)(C)C)F)O)C1